CN(CCOC1=CC=C(CC2=CN=[C-]S2)C=C1)C1=NC=CC=C1 (RS)-5-[4-(2-[methyl(pyridin-2-yl)amino]ethoxy)benzyl]thiazolid